C(C)(C)(C)OC(=O)N[C@@H](C(=O)O)C1CCCCC1 (2R)-2-(tert-butoxycarbonylamino)-2-cyclohexyl-acetic acid